[1-(1-benzofuran-5-yl)butan-2-yl](methyl)amine O1C=CC2=C1C=CC(=C2)CC(CC)NC